C(C)(C)NC(O[C@@H]1C[C@@H](CC1)C1=CC(=NN1)NC1=NSC=C1)=O (1S,3R)-3-(3-(isothiazol-3-ylamino)-1H-pyrazol-5-yl)cyclopentyl isopropylcarbamate